NC=1C=CC2=C(CN(C[C@H](O2)CC)C(=O)OC(C)(C)C)N1 tert-Butyl (2R)-7-amino-2-ethyl-2,3-dihydropyrido[2,3-f][1,4]oxazepine-4(5H)-carboxylate